6-[5-(4-Chloro-2-hydroxy-6-methyl-phenyl)oxazolo[4,5-b]pyridin-2-yl]-5,7-dihydro-2H-pyrrolo[3,4-c]pyridazin-3-one ClC1=CC(=C(C(=C1)C)C1=CC=C2C(=N1)N=C(O2)N2CC1=NNC(C=C1C2)=O)O